C(C)(C)C1=C(NC2=CC=C(C=C12)C1CCN(CC1)CCN)C=1C=C(C=2N(C1)N=CN2)OC 2-(4-(3-isopropyl-2-(8-methoxy-[1,2,4]triazolo[1,5-a]pyridin-6-yl)-1H-indol-5-yl)piperidin-1-yl)ethan-1-amine